4-(2-(4-acrylamidophenyl)-4-amino-7-cyano-1-methyl-1H-pyrrolo[3,2-c]pyridin-3-yl)-N-((1-cyanocyclopropyl)methyl)-2-methoxybenzamide C(C=C)(=O)NC1=CC=C(C=C1)C1=C(C=2C(=NC=C(C2N1C)C#N)N)C1=CC(=C(C(=O)NCC2(CC2)C#N)C=C1)OC